FC=1C=C(C=CC1)C=1C(=NN(C1C(=O)O)C=1SC(=C(N1)C1=CC=C(C=C1)OC)C1=CC=C(C=C1)C(F)(F)F)C 4-(3-fluorophenyl)-1-(4-(4-methoxyphenyl)-5-(4-(trifluoromethyl)phenyl)thiazol-2-yl)-3-methyl-1H-pyrazole-5-carboxylic acid